N-(4-amino-1,3-dihydrofuro[3,4-c]pyridin-7-yl)-2-(5-methyl-2-(1'-methyl-2-oxospiro[indoline-3,4'-piperidin]-5-yl)piperidin-1-yl)-2-oxoacetamide NC1=NC=C(C2=C1COC2)NC(C(=O)N2C(CCC(C2)C)C=2C=C1C(=CC2)NC(C12CCN(CC2)C)=O)=O